C(C[C@H]1CC[C@H]2[C@@H]3CCC4=CCCC[C@]4(C)[C@H]3[C@H](C[C@]12C)O)O 4-pregnen-11β,21-diol